C(C)(C)(C)OC(=O)N1CCCC(=CC1)COC1=C2COC(C2=CC=C1Br)=O tert-butyl-5-(((5-bromo-1-oxo-1,3-dihydroisobenzofuran-4-yl)oxy)methyl)-2,3,4,7-tetrahydro-1H-azepine-1-carboxylate